4-allylthiocarbazide C(C=C)N(C(NN)=S)N